6-(4-((1H-imidazol-1-yl)methyl)benzyl)-2-amino-4-(butylamino)pyrido[4,3-d]pyrimidin-5(6H)-one N1(C=NC=C1)CC1=CC=C(CN2C(C3=C(N=C(N=C3NCCCC)N)C=C2)=O)C=C1